S(C)(=O)(=O)O.NC1=NC(=NC(=C1NC(OC)=O)N)C1=NN(C2=NC=C(C=C21)F)CC2=C(C=CC=C2)F methyl {4,6-diamino-2-[5-fluoro-1-(2-fluorobenzyl)-1H-pyrazolo[3,4-b]pyridin-3-yl]pyrimidin-5-yl}carbamate mesylate